ClC1=CC2=C(C=N1)C=NN2CC2=CC(C(=C(N2CC)C2=CC(=C(C=C2)Cl)Cl)C(=O)O)=O 6-[(6-chloropyrazolo[4,3-c]pyridin-1-yl)methyl]-2-(3,4-dichlorophenyl)-1-ethyl-4-oxo-pyridine-3-carboxylic acid